di-tert-butyl ((4-(4-((1-((1r,4r)-4-ethoxycyclohexyl)-3-(pyrazin-2-yl)-1H-pyrazol-4-yl)carbamoyl)oxazol-2-yl)-1H-pyrazol-1-yl)methyl) phosphate P(=O)(OC(C)(C)C)(OC(C)(C)C)OCN1N=CC(=C1)C=1OC=C(N1)C(NC=1C(=NN(C1)C1CCC(CC1)OCC)C1=NC=CN=C1)=O